CC1=C(C2=CC3=NC(=CC4=C(C(=C([N-]4)C=C5C(=C(C(=N5)C=C1[N-]2)C=C)C)C=C)C)C(=C3CCC(=O)O)C)CCC(=O)O.[Fe+2] The molecule is a metalloprotoporphyrin in which the four pyrrole nitrogens of the protoporphyrin moiety are coordinated to iron. It is the most abundant of the heme compounds. It is a heme and a metalloprotoporphyrin.